ClC=1C(=CC=C2N=CC(=NC12)C=1C=NN(C1)CC1C(CN(CC1)C(=O)OC(C)(C)C)F)OC=1C=CC2=C(N(C(=N2)C)COCC[Si](C)(C)C)C1 tert-Butyl 4-((4-(8-chloro-7-((2-methyl-1-((2-(trimethylsilyl)ethoxy)methyl)-1H-benzo[d]imidazol-6-yl)oxy)quinoxalin-2-yl)-1H-pyrazol-1-yl)methyl)-3-fluoropiperidine-1-carboxylate